CC=1N=C2N(N=C(C=C2C)C=2C=C(C=3N(C2)C=C(N3)C3CCNCC3)C)C1 2,8-dimethyl-6-(8-methyl-2-(piperidin-4-yl)imidazo[1,2-a]pyridin-6-yl)imidazo[1,2-b]pyridazine